CN1CC(C1)(C)[C@](O)(C1=CC=C(C=C1)C(C)C)C=1C=NC=C(C1)C1OC(CC1)(C)C (R)-(1,3-dimethyl-azetidin-3-yl)-[5-(5,5-dimethyl-tetrahydro-furan-2-yl)-pyridin-3-yl]-(4-isopropyl-phenyl)-methanol